N-(3-(6-(5-methoxy-pent-1-yn-1-yl)-5-morpholinopyridin-3-yl)-4-methyl-phenyl)-2-(trifluoro-methyl)isonicotinamide COCCCC#CC1=C(C=C(C=N1)C=1C=C(C=CC1C)NC(C1=CC(=NC=C1)C(F)(F)F)=O)N1CCOCC1